methyl (R)-3-((1-(6-bromo-4-methylpyridin-2-yl)ethyl)amino)-6-chloropicolinate BrC1=CC(=CC(=N1)[C@@H](C)NC=1C(=NC(=CC1)Cl)C(=O)OC)C